2-[2-[(5,5-dimethyl-6,7-dihydro-4H-thiazolo[5,4-c]pyridin-5-ium-2-yl)methylcarbamoyl]indan-2-yl]acetate C[N+]1(CC2=C(CC1)N=C(S2)CNC(=O)C2(CC1=CC=CC=C1C2)CC(=O)[O-])C